1-(4-fluorophenoxy)-2,4-dimethyl-pent-4-en-2-amine hydrochloride Cl.FC1=CC=C(OCC(CC(=C)C)(N)C)C=C1